Sodium methanethiolate C[S-].[Na+]